5-(7-chloro-2,4-dioxo-3,4-dihydroquinazolin-1(2H)-yl)thiophene-3-carboxylic acid ClC1=CC=C2C(NC(N(C2=C1)C1=CC(=CS1)C(=O)O)=O)=O